methyl 6-oxo-5-(propan-2-yl)-1,6-dihydropyridazine-3-carboxylate O=C1C(=CC(=NN1)C(=O)OC)C(C)C